4-[3-(2-pyridyl)-1H-pyrazol-4-yl]-quinoline N1=C(C=CC=C1)C1=NNC=C1C1=CC=NC2=CC=CC=C12